FC=1C=C(CNC(=O)C=2SC(=CC2)C2=C(C(=NC3=C2C(N2CC[C@@H]([C@@H]32)O)=O)CCC3=CC=C(C=C3)F)C=3OC(=NN3)C)C=CC1F N-(3,4-difluorobenzyl)-5-((9S,9aR)-2-(4-fluorophenethyl)-9-hydroxy-3-(5-methyl-1,3,4-oxadiazol-2-yl)-5-oxo-7,8,9,9a-tetrahydro-5H-pyrido[2,3-a]pyrrolizin-4-yl)thiophene-2-carboxamide